N1CCC2(CC1)C(C1CCC1C2)N spiro[bicyclo[3.2.0]heptane-3,4'-piperidin]-2-amine